1-(trans-4-((4-(4-chloro-1-(difluoromethyl)-1H-pyrazol-3-yl)-5-(trifluoromethyl)-pyrimidin-2-yl)amino)cyclohexyl)-3-(2-methoxyethyl)-1-(5-(2-methoxypyrimidin-5-yl)pyrazin-2-yl)urea ClC=1C(=NN(C1)C(F)F)C1=NC(=NC=C1C(F)(F)F)N[C@@H]1CC[C@H](CC1)N(C(=O)NCCOC)C1=NC=C(N=C1)C=1C=NC(=NC1)OC